(3aR,7aS)-5-(6-(2-hydroxy-4-(trifluoromethyl)phenyl)-5-methyl-1,2,4-triazin-3-yl)-3-methyloctahydro-2H-imidazo[4,5-c]pyridin-2-one OC1=C(C=CC(=C1)C(F)(F)F)C1=C(N=C(N=N1)N1C[C@@H]2[C@H](CC1)NC(N2C)=O)C